O=C([C@@H](C1=CC=CC=C1)NC(OC(C)C)=O)N1[C@@H](CCC1)C(NC=1C=C2C=C(NC2=CC1)C1=CC=C(C=C1)C1=CN=C(N1)[C@H]1NCCC1)=O propan-2-yl {(1R)-2-oxo-1-phenyl-2-[(2S)-2-{[2-(4-{2-[(2S)-pyrrolidin-2-yl]-1H-imidazol-5-yl}phenyl)-1H-indol-5-yl]carbamoyl}pyrrolidin-1-yl]ethyl}carbamate